FC(C=1C=CC=2N(N1)C(=CN2)C2=CC(=NC=N2)N2C[C@H](C([C@H](C2)C)(F)F)CNS(=O)(=O)C)F N-[[(3S,5S)-1-[6-[6-(difluoromethyl)imidazo[1,2-b]pyridazin-3-yl]pyrimidin-4-yl]-4,4-difluoro-5-methyl-3-piperidinyl]methyl]methanesulfonamide